C1(=CCCC1)C=1C(C(=CN(C1C)CCF)C(=O)NC1=CC(=C(C=C1)OC1=CC=NC2=CC(=C(N=C12)OC)OC)F)=O 5-(cyclopenten-1-yl)-N-[4-[(6,7-dimethoxy-1,5-naphthyridin-4-yl)oxy]-3-fluorophenyl]-1-(2-fluoroethyl)-6-methyl-4-oxopyridine-3-carboxamide